ethyl 4-(4-{[(tert-butoxy) carbonyl]amino}-4-methylpiperidin-1-yl)-6-methylpyrazolo[1,5-a]pyrazine-2-carboxylate C(C)(C)(C)OC(=O)NC1(CCN(CC1)C=1C=2N(C=C(N1)C)N=C(C2)C(=O)OCC)C